FC=1C=C2C(N(C=NC2=CC1C1=NC=C(C=C1)C(F)(F)F)CCC[C@H](C)NC=1C=NNC(C1C(F)(F)F)=O)=O 6-fluoro-3-[(4S)-4-[[6-oxo-5-(trifluoromethyl)-1H-pyridazin-4-yl]amino]pentyl]-7-[5-(trifluoromethyl)pyridin-2-yl]quinazolin-4-one